5-chloro-4-[1-(1-methylimidazole-4-carbonyl)-4-piperidinyl]-2-(4-pyridinyl)-1H-pyrimidin-6-one ClC1=C(N=C(NC1=O)C1=CC=NC=C1)C1CCN(CC1)C(=O)C=1N=CN(C1)C